CN([C@@H]1[C@H](CCCC1)N)C (1S,2S)-N,N-dimethylcyclohexane-1,2-diamine